CC1(O[C@@H]([C@H](O1)CNS([O-])(=O)=O)C1=C(N=CS1)C)C ((4R,5S)-2,2-dimethyl-5-(4-methylthiazol-5-yl)-1,3-dioxolan-4-yl)methylsulfamate